(3S,4R,5R,6S)-1-{6-[(2,6-difluoro-4-propylbenzyl)oxy]-5-fluorohexyl}-3,4,5,6-azepanetetrol FC1=C(COCC(CCCCN2C[C@@H]([C@H]([C@@H]([C@H](C2)O)O)O)O)F)C(=CC(=C1)CCC)F